N-[4-(2-chloro-5-fluorophenoxy)-3-(1,3-dioxoisoindol-2-yl)-7-[2-(hydroxymethyl)phenyl]-1H-indazol-5-yl]-3-fluoro-5-(trifluoromethyl)benzamide ClC1=C(OC2=C3C(=NNC3=C(C=C2NC(C2=CC(=CC(=C2)C(F)(F)F)F)=O)C2=C(C=CC=C2)CO)N2C(C3=CC=CC=C3C2=O)=O)C=C(C=C1)F